ClC=1C=C(C=CC1F)C1=C(C=C2C(=NC(N3C2=C1SCC1(COC1)C3)=O)N3CCNCC3)C(F)(F)F 11-(3-chloro-4-fluorophenyl)-8-(piperazin-1-yl)-10-(trifluoromethyl)-2H-spiro[[1,4]thiazepino[2,3,4-ij]quinazoline-3,3'-oxetan]-6(4H)-one